4-(difluoromethyl)-N-(3-(1-(4-fluorobenzamido)cyclopropyl)bicyclo[1.1.1]pentan-1-yl)picolinamide FC(C1=CC(=NC=C1)C(=O)NC12CC(C1)(C2)C2(CC2)NC(C2=CC=C(C=C2)F)=O)F